C(#N)[C@H](C[C@H]1C(NCCC1)=O)NC(=O)[C@@H]1[C@H]2C([C@H]2CN1C([C@H](C(C)(C)OC)NC(C(F)(F)F)=O)=O)(C)C (1R,2S,5S)-N-((S)-1-cyano-2-((S)-2-oxopiperidin-3-yl)ethyl)-3-((S)-3-methoxy-3-methyl-2-(2,2,2-trifluoroacetamido)butanoyl)-6,6-dimethyl-3-azabicyclo[3.1.0]hexane-2-carboxamide